C(C)(=O)[O-].C(C)(=O)[O-].[Sn+2].ClC=1C=CC(=C(C(=O)NC2=CC3=CC=CC=C3C=C2)C1)O 5-chloro-2-hydroxy-N-(naphthalen-2-yl)benzamide tin(II) diacetate